COC1=C(C(=CC(=C1)OC)OC)C(C)=O 2',4',6'-trimethoxyacetophenone